COC1=CC=C2C(C=C(OC2=C1C)C1=CC=C(C=C1)O)=O 7-methoxy-8-methyl-4'-hydroxy-flavone